FC1=C(CN2C(C(=CC(=C2)C(=O)N[C@@H]2[C@H](C2)CO)C(=O)NC)=O)C=C(C=C1)C 1-(2-fluoro-5-methylbenzyl)-N5-((1S,2S)-2-(hydroxymethyl)cyclopropyl)-N3-methyl-2-oxo-1,2-dihydropyridine-3,5-dicarboxamide